(S)-3-benzyl-5-(cyclopropylmethyl)oxazolidin-2-one C(C1=CC=CC=C1)N1C(O[C@H](C1)CC1CC1)=O